4-(3,7-dibromo-10H-phenoxazin-10-yl)benzoic acid ethyl ester C(C)OC(C1=CC=C(C=C1)N1C2=CC=C(C=C2OC=2C=C(C=CC12)Br)Br)=O